ClC=1C(=NN(C1C)CC(=O)OCCC(=C(F)F)F)C(F)(F)F 3,4,4-trifluorobut-3-en-1-yl 2-(4-chloro-5-methyl-3-(trifluoromethyl)-1H-pyrazol-1-yl)acetate